FC=1C=C2C(=C(/C(/C2=CC1)=C/C1=CC=C(C=C1)C(=C)C)C)CC(=O)O 2-[(1Z)-5-fluoro-2-methyl-1-{[4-(prop-1-en-2-yl)phenyl]methylene}-1H-inden-3-yl]acetic acid